1-[N,N-bis(2-ethylhexyl)aminomethyl]-2-mercapto-1H-1,3-benzothiazole C(C)C(CN(CC(CCCC)CC)CS1C(=NC2=C1C=CC=C2)S)CCCC